FCS(=O)(=O)OCCOS(=O)(=O)CF ethylene glycol di(fluoromethanesulfonate)